ClC1=C(C(=CC=C1)C1=NC2=C(N1)C=C(C(=C2)OC)F)C=2C(=CC(=CC2)C(N[C@@H](CCC)C2=C(C=CC=C2)OC)=O)C(=O)O (S)-2'-chloro-6'-(6-fluoro-5-methoxy-1H-1,3-benzodiazol-2-yl)-4-{[1-(2-methoxyphenyl)butyl]carbamoyl}-[1,1'-biphenyl]-2-carboxylic acid